FC1=C(C=CC(=C1)OC(F)(F)F)CNC1CN(C1)C(=O)N1C[C@H](CC1)C1=NC=NN1 [3-[[2-Fluoro-4-(trifluoromethoxy)phenyl]methylamino]azetidin-1-yl]-[(3S)-3-(1H-1,2,4-triazol-5-yl)pyrrolidin-1-yl]methanone